C(C1=CC=CC=C1)(C1=CC=CC=C1)(C1=CC=CC=C1)N1C=NC(=C1)C1=CC=CC(=N1)C#N 6-(1-trityl-1H-imidazol-4-yl)picolinonitrile